C(C)(C)(C)OC(=O)NC(C)(C)C=1N=C(C(=NC1)C1CC(C1)C(=O)O)C 3-(5-(2-((Tert-butoxycarbonyl)amino)propan-2-yl)-3-methylpyrazin-2-yl)cyclobutane-1-carboxylic acid